N-(4-chlorobenzyl)-2-(5-methylfuran-2-yl)quinoline-4-carboxamide ClC1=CC=C(CNC(=O)C2=CC(=NC3=CC=CC=C23)C=2OC(=CC2)C)C=C1